FC1=C(C=CC(=C1)F)[C@@H]1N(CCC1)C1=NC=2N(C=C1)N=CC2C2=CC=CC(=N2)N2CCC(CC2)N(C)CC=2C=C1CN(C(C1=C(C2)F)=O)C2CNCCC2 3-(5-(((1-(6-(5-((R)-2-(2,4-difluorophenyl)pyrrolidin-1-yl)pyrazolo[1,5-a]Pyrimidin-3-yl)pyridin-2-yl)piperidin-4-yl)(methyl)amino)methyl)-7-fluoro-1-oxoisoindoline-2-yl)piperidine